FC([C@](N)(CCCN)C(=O)O)F α-difluoromethyl-L-ornithine